C(CCC)OC1=CC=C(C=C1)C=CC(=O)C(=O)C(=O)C=CC1=CC=C(C=C1)OCCCC 4-butoxyphenyl-acrylketone